FC1(CCC(CC1)OC1=C(C=C(C=C1)S(=O)(=O)CC)C1=CN(C(C=2N1C=NC2)=O)C)F 5-[2-(4,4-difluorocyclohexyl)oxy-5-ethylsulfonylphenyl]-7-methylimidazo[1,5-a]pyrazin-8-one